N-(4-methyl-3-(4,4,5,5-tetramethyl-1,3,2-dioxaborolan-2-yl)phenyl)-3-(trifluoromethyl)benzamide Cis-3-Nonenyl-Acetate C(C\C=C/CCCCC)CC(=O)O.CC1=C(C=C(C=C1)NC(C1=CC(=CC=C1)C(F)(F)F)=O)B1OC(C(O1)(C)C)(C)C